4-Bromo-5-(cyclobutylamino)-2-fluorobenzonitrile BrC1=CC(=C(C#N)C=C1NC1CCC1)F